ClC1=C(C=CC(=C1)Cl)N1N=C(C=C1C(C)(C)C)C(=O)OCC ethyl 1-(2,4-dichlorophenyl)-5-(1,1-dimethylethyl)pyrazole-3-carboxylate